[Br-].C(CCC)[N+]1=CC=CC=C1 butylpyridinium bromide salt